3-(((7-(Pyridin-4-yl)-2,3-dihydrofuro[3,2-c]pyridin-4-yl)amino)methyl)-N-(5-(pyrrolidin-1-ylmethyl)thiazol-2-yl)benzamid N1=CC=C(C=C1)C=1C2=C(C(=NC1)NCC=1C=C(C(=O)NC=3SC(=CN3)CN3CCCC3)C=CC1)CCO2